C=CC=CC=CCCC(CCCCCCCCCCC)O 9-eicosatrienol